OS(=O)(=O)C(F)(F)F.C(C)OP(=O)(OCC)O diethylphosphate-triflate